P(O)(=O)(OP(=O)(O)OP(=O)(O)O)OC[C@@]1([C@H]([C@H]([C@@H](O1)N1C=NC=2C(N)=NC=NC12)O)O)N=[N+]=[N-] 4'-azidoadenosine triphosphate